FC=1C=CC(=NC1C=1C=NN2C1C=CC=C2)C2=CCCN(C2)C(=O)[O-] 5-(5-fluoro-6-pyrazolo[1,5-a]pyridin-3-yl-2-pyridyl)-3,6-dihydro-2H-pyridine-1-carboxylate